FC=1C=C(OC2=NC(=NC(=C2)C(F)(F)F)N2CCC(CC2)(O)CC(C(=O)N)(C)C)C=CC1 ({1-[4-(3-fluorophenoxy)-6-(trifluoromethyl)pyrimidin-2-yl]-4-hydroxypiperidin-4-yl}methyl)-2-methylpropanamide